ClC=1C=C(C=CC1F)N(C(=O)[C@H]1N(C(N(C1)CCN1C[C@@H](CC1)O)=O)C1=NC(=CC(=C1)C(F)(F)F)C)C (S)-N-(3-chloro-4-fluorophenyl)-1-(2-((R)-3-hydroxypyrrolidin-1-yl)ethyl)-N-methyl-3-(6-methyl-4-(trifluoromethyl)pyridin-2-yl)-2-oxoimidazolidine-4-carboxamide